1-benzenesulfonylaziridine C1(=CC=CC=C1)S(=O)(=O)N1CC1